FC=1C=NC(=NC1)[C@]12CC[C@@H](C[C@@H]2C1)OC[C@@H]1N([C@@H](C[C@@H]1NS(=O)(=O)C)C)C(=O)OC[C@@H]1[C@@H](C1)F ((1R,2R)-2-fluorocyclopropyl)methyl (2R,3S,5R)-2-((((1S,3S,6R)-6-(5-fluoropyrimidin-2-yl)bicyclo[4.1.0]heptan-3-yl)oxy)methyl)-5-methyl-3-(methylsulfonamido)pyrrolidine-1-carboxylate